C[Si](O[C@H]1C[C@H](CC1)C=1C(=C(N(N1)C(C)(C)C)NC(=O)OCC1=CC=CC=C1)I)(C(C)(C)C)C benzyl ({5-[(1S,3R)-3-{[dimethyl (2-methylprop-2-yl)silyl]oxy}cyclopentyl]-4-iodo-2-(2-methylprop-2-yl)pyrazol-3-yl}amino)methanoate